C(OCCS)COCCS 2,2'-(1,2-ethylenedioxy)bis(ethanethiol)